BrC1=C(C(=CC2=C1N=C(S2)NC(OC(C)(C)C)=O)C)C tert-butyl (4-bromo-5,6-dimethylbenzo[d]thiazol-2-yl)carbamate